ClC=1C(=C(C=CC1)C(CC)NC=1C2=C(N=CN1)C=CC(=N2)O[C@@H]2CN(CC2)C(C=C)=O)F 1-((3S)-3-((4-((1-(3-chloro-2-fluorophenyl)propyl)amino)pyrido[3,2-d]pyrimidin-6-yl)oxy)pyrrolidin-1-yl)prop-2-en-1-one